antimony(V) pentachloride [Sb](Cl)(Cl)(Cl)(Cl)Cl